C1(=CC=CC=C1)C=1C=C(C=CC(=O)NC(=N)N)C=CC1 3-Phenylcinnamoylguanidin